(2S,4R)-1-(2-(3-acetyl-5-(pyrazolo[1,5-a]pyrimidin-6-yl)-1H-indol-1-yl)acetyl)-N-(6-bromopyrazin-2-yl)-4-fluoropyrrolidine-2-carboxamide C(C)(=O)C1=CN(C2=CC=C(C=C12)C=1C=NC=2N(C1)N=CC2)CC(=O)N2[C@@H](C[C@H](C2)F)C(=O)NC2=NC(=CN=C2)Br